2,3,6,7-tetrabromo-9,10-diaminophenanthrene BrC1=CC=2C(=C(C3=CC(=C(C=C3C2C=C1Br)Br)Br)N)N